(4-hydroxyphenyl)methyl-[(2-methylphenyl)methyl]-sulfonium hexafluoroantimonate F[Sb-](F)(F)(F)(F)F.OC1=CC=C(C=C1)C[SH+]CC1=C(C=CC=C1)C